tert-butyl-7-{[(R)-2-methylpropane-2-sulfinyl]imino}-5,7-dihydrospiro[cyclopenta[c]pyridine-6,4'-piperidine] C(C)(C)(C)N1CCC2(CC1)CC1=C(C=NC=C1)C2=N[S@](=O)C(C)(C)C